Methyl (S)-4-bromo-2-((4-(2-((4-cyano-2-fluorobenzyl)oxy)pyrimidin-4-yl)piperidin-1-yl)methyl)-1-(oxetan-2-ylmethyl)-1H-benzo[d]imidazole-6-carboxylate BrC1=CC(=CC=2N(C(=NC21)CN2CCC(CC2)C2=NC(=NC=C2)OCC2=C(C=C(C=C2)C#N)F)C[C@H]2OCC2)C(=O)OC